C(C1=CC=C(C=C1)NC(C1=CC=CC=C1)=O)C1=CC=C(C=C1)NC(C1=CC=CC=C1)=O N,N'-[methylenebis(4,1-phenylene)]bis[benzamide]